CC=1C=C(CN(C=2N=C(C=C3C=C(N=CC23)NC=2C=NN(C2)C2CN(CCC2O)C2COC2)C=2C=NC=CC2C)CC2=CC(=C(C=C2)C)C)C=CC1C 3-(4-((8-(bis(3,4-dimethylbenzyl)amino)-6-(4-methylpyridin-3-yl)-2,7-naphthyridin-3-yl)amino)-1H-pyrazol-1-yl)-1-(oxetan-3-yl)piperidin-4-ol